Cl.N1=C(C)C(O)=C(C=O)C(CO)=C1 Pyridoxal, Monohydrochloride